3-nitroso-3,8-diazabicyclo[3.2.1]octane N(=O)N1CC2CCC(C1)N2